C(C)(C)(C)OC(=O)N1CC2=CC=C(C=C2C1)C=1C=NC=CC1 5-(pyridin-3-yl)isoindoline-2-carboxylic acid tert-butyl ester